1,2,3,4-tetrabromo-5,6-bis(hexyloxy)benzene BrC1=C(C(=C(C(=C1OCCCCCC)OCCCCCC)Br)Br)Br